C1(CC1)N1CCN(CC1)CCOC1=CC=C(C=C1)CC(=O)O [4-[2-(4-cyclopropylpiperazin-1-yl)ethoxy]phenyl]acetic acid